C(C)N1C[C@@H](CCC1)NC1=C(C=C(N=N1)C1=C(C=C(C#N)C=C1)OC)C 4-[6-[[(3R)-1-ethyl-3-piperidyl]amino]-5-methyl-pyridazin-3-yl]-3-methoxy-benzonitrile